[Br-].C(CCCCCCCCCCCCC)C([NH+](C)C)CCCCCCCCCCCCCC ditetradecyltrimethylammonium bromide